CCCCCOC(=O)CCCC n-amyl n-valerate